4-(2-(dimethyl-(phenyl)silyl)-1,1-diphenyl-ethyl)pyridine C[Si](CC(C1=CC=CC=C1)(C1=CC=CC=C1)C1=CC=NC=C1)(C1=CC=CC=C1)C